5-Bromo-7-(1-methyl-1H-pyrazol-4-yl)quinazoline BrC1=C2C=NC=NC2=CC(=C1)C=1C=NN(C1)C